OC1=C(C2=CC=CC=C2C=C1C(=O)O)C1=C(C(=CC2=CC=CC=C12)C(=O)O)O 2,2'-dihydroxy-1,1'-binaphthyl-3,3'-dicarboxylic acid